C(C)(C)C(C(C(=O)[O-])O)C(=O)[O-] 3-isopropylmalate